COC1=C(C=CC=C1)N1C=NC2=C1C1=C(OC2=O)C=CC=C1 1-(2-methoxyphenyl)-[1]benzopyrano[3,4-d]imidazol-4(1H)-one